ethyl-1,4-oxazepan-6-ol C(C)C1OCC(CNC1)O